NC1=NNC2=CC=C(C(=C12)C)C1=C(C=C(C=C1)S(=O)(=O)NC1CC(C1)(O)CC)C 4-(3-amino-4-methyl-1H-indazol-5-yl)-N-(3-ethyl-3-hydroxycyclobutyl)-3-methylbenzenesulfonamide